(R)-N-(8,9-Difluoro-6-oxo-1,4,5,6-tetrahydro-2H-pyrano[3,4-c]isoquinolin-1-yl)-4-(difluoromethyl)-3-fluoro-N-methylbenzamide FC=1C(=CC=2C3=C(NC(C2C1)=O)COC[C@@H]3N(C(C3=CC(=C(C=C3)C(F)F)F)=O)C)F